FC1(CC(C1)C(O)C1=C(C=2C(=NC(=CC2)C2=CC=3C(N=C2)=NN(C3)C)S1)C)F (3,3-difluorocyclobutyl)(3-methyl-6-(2-methyl-2H-pyrazolo[3,4-b]pyridin-5-yl)thieno[2,3-b]pyridin-2-yl)methanol